2,2,2-trifluoro-N-(2-nitro-4,5-bis(trifluoromethyl)phenyl)acetamide FC(C(=O)NC1=C(C=C(C(=C1)C(F)(F)F)C(F)(F)F)[N+](=O)[O-])(F)F